C(CCCCCCCCCCCCCCCCC)(=O)[O-].[Cu+] Copper (I) stearate